S(=O)([O-])[O-].[Te+2] tellurium sulphite